N1N=CC2=CC=C(C=C12)CN(C(C(=O)OC)=O)C(C)C1=NC=CC=C1F Methyl 2-(((1H-indazol-6-yl)methyl)(1-(3-fluoropyridin-2-yl)ethyl)amino)-2-oxoacetate